N-(2-chlorobenzylidene)-2-methylpropane-2-sulfinamide ClC1=C(C=NS(=O)C(C)(C)C)C=CC=C1